BrC=1C=C2C=3C(=C(C(NC3C1F)=O)C)CC2 7-Bromo-8-fluoro-3-methyl-4,5-dihydro-cyclopenta[de]quinolin-2(1H)-one